FC(CO)(F)C=1C=C(C=CC1)[C@@H](C)NC=1C2=C(N=CN1)N(C(C(=C2)N2CCOCC2)=O)C 4-[[(1R)-1-[3-(1,1-difluoro-2-hydroxy-ethyl)phenyl]ethyl]amino]-8-methyl-6-morpholino-pyrido[2,3-d]pyrimidin-7-one